BrC1=CC=C(S1)[C@@H](C)NS(=O)C(C)(C)C N-((R)-1-(5-bromothiophen-2-yl)ethyl)-2-methylpropane-2-sulfinamide